ClC=1C=C2C(=NC1Cl)C1(OCC2)COCC1 Dichloro-4,5,5',6'-tetrahydro-2H-spiro[furan-3,8'-pyrano[3,4-b]pyridine]